phenyl benzo[c][1,2,5]thiadiazol-5-ylcarbamate N=1SN=C2C1C=CC(=C2)NC(OC2=CC=CC=C2)=O